N-((5-fluoro-6-(oxazol-4-ylmethoxy)-1H-indol-2-yl)methyl)isobutyramide FC=1C=C2C=C(NC2=CC1OCC=1N=COC1)CNC(C(C)C)=O